C(C)(C)(C)OC(=O)N1CC=2C(=NN3C2C(N(C[C@H](C3)COCC(F)F)C)=O)C[C@H]1C (3R,8R)-8-((2,2-difluoroethoxy)methyl)-3,10-dimethyl-11-oxo-1,3,4,7,8,9,10,11-octahydro-2H-pyrido[4',3':3,4]Pyrazolo[1,5-a][1,4]Diazepine-2-carboxylic acid tert-butyl ester